benzyl 4-[(3S,5S)-5-(hydroxymethyl)-1-methylpyrrolidin-3-yl]piperazine-1-carboxylate OC[C@@H]1C[C@@H](CN1C)N1CCN(CC1)C(=O)OCC1=CC=CC=C1